Cyclopropane-1-Formic acid ethyl ester C(C)OC(=O)C1CC1